CC1(OB(OC1(C)C)C1=CC(=NC=C1C(F)(F)F)NC(OC(C)(C)C)=O)C tert-butyl (4-(4,4,5,5-tetramethyl-1,3,2-dioxaborolan-2-yl)-5-(trifluoromethyl)pyridin-2-yl)carbamate